(2-(methylsulfonyl)ethyl)-2-oxoimidazolidine-4-carboxamide CS(=O)(=O)CCN1C(NC(C1)C(=O)N)=O